2-propyl-di-(1-heptyl)phosphine trans-methyl-2-((4-(6-((4-chloro-2-fluorobenzyl)oxy)pyridin-2-yl)-2-methylpiperidin-1-yl)methyl)-1-(2-methoxyethyl)-1H-benzo[d]imidazole-6-carboxylate COC(=O)C=1C=CC2=C(N(C(=N2)CN2[C@H](C[C@@H](CC2)C2=NC(=CC=C2)OCC2=C(C=C(C=C2)Cl)F)C)CCOC)C1.CC(C)P(CCCCCCC)CCCCCCC